(oxetan-3-yl)methylethyldi-isopropyl-oxysilane O1CC(C1)C[Si](OC(C)C)(OC(C)C)CC